C(C)(=O)N1C(CC2(CN(CN2)CCCCCCCCCCCC)CC1(C)C)(C)C 8-acetyl-3-dodecyl-7,7,9,9-tetramethyl-1,3,8-triazaspiro[4.5]decane